(4-(7-methoxy-3-methyl-4-oxo-3,4-dihydro-phthalazin-1-yl)phenyl)methyl-ammonium chloride [Cl-].COC1=CC=C2C(N(N=C(C2=C1)C1=CC=C(C=C1)C[NH3+])C)=O